C(C)(C)(C)[S@](=O)N[C@H](C1=CC(=CS1)C(=N)N)C1=CC=CC=C1 5-((S)-(((S)-tert-butylsulfinyl)amino)(phenyl)methyl)thiophene-3-carboxamidine